[Si](C)(C)(C(C)(C)C)O[C@@H]1C[C@@H](N(C1)C(=O)OCC1=CC=CC=C1)C=1N=C2N(C=C(C=C2)C2CC2)C1 benzyl (2R,4R)-4-((tert-butyl dimethylsilyl)oxy)-2-(6-cyclopropylimidazo[1,2-a]pyridin-2-yl)pyrrolidine-1-carboxylate